CC(C)(CC1=CC=C(C=C1)OC)[NH2+]C[C@@H](C2=C3C(=CC(=C2)O)NC(=O)CO3)O The molecule is an organic cation obtained by protonation of the secondary hydroxy group of olodaterol It is an organic cation and an ammonium ion derivative. It is a conjugate acid of an olodaterol.